CC1=NC(=CC=C1OC1CCCCC1)C1=C(C(=NO1)C)CNC1=NN(C=N1)C1=CC=CC=C1 (1S,3S)-3-((2-Methyl-6-(3-methyl-4-(((1-phenyl-1H-1,2,4-triazol-3-yl)amino)methyl)isoxazol-5-yl)pyridin-3-yl)oxy)cyclohexan